allyl-bromotetrahydrofuran C(C=C)C1(OCCC1)Br